FC1(CNCCC1NC(=O)C1=C(SC2=C1C=C(C=C2)OCC2=C(N=CS2)C)C)F N-(3,3-difluoropiperidin-4-yl)-2-methyl-5-[(4-methyl-1,3-thiazol-5-yl)methoxy]-1-benzothiophene-3-carboxamide